C(C)(=O)N(N(C(=O)C1=CC=2C3=C(C(=NC2C=C1)N)C=NN3C)CC3=CC1=C(S3)C(=CC=C1)C(F)(F)F)C N'-acetyl-4-amino-N',1-dimethyl-N-((7-(trifluoromethyl)benzo[b]thiophen-2-yl)methyl)-1H-pyrazolo[4,3-c]quinoline-8-carbohydrazide